OC=1C=CC(=C(C#N)C1)C1=NC(=CC=C1C(C)O)N1C=NC2=C1C=CC(=C2)NC=2N=NC(=CC2)C 5-Hydroxy-2-[3-(1-hydroxyethyl)-6-[5-[(6-methylpyridazin-3-yl)amino]benzimidazol-1-yl]-2-pyridinyl]benzonitrile